O[C@H](COC=1C=C(C=CC1)S(=O)(=O)NC)CNC1COC2(C1)CCN(CC2)S(=O)(=O)C2=CC(=CC=C2)C=2C=NC=NC2 3-((2S)-2-hydroxy-3-(8-(3-(pyrimidin-5-yl)phenylsulfonyl)-1-oxa-8-azaspiro[4.5]decan-3-ylamino)propoxy)-N-methylbenzenesulfonamide